3-fluorocyclopentan-1-amine, Hydrochloride Cl.FC1CC(CC1)N